(2-chloro-6-fluorophenyl)-4-((4-(4-cyclopropyl-2-oxopiperazin-1-yl)phenyl)amino)pyridazine-3-carboxamide ClC1=C(C(=CC=C1)F)C=1C(=C(N=NC1)C(=O)N)NC1=CC=C(C=C1)N1C(CN(CC1)C1CC1)=O